O[C@@H]1C[C@H](NCC1)C(=O)O (2S,4S)-4-HYDROXYPIPERIDINE-2-CARBOXYLIC ACID